N1=CC=C(C=C1)C=1N=C(C2=C(N1)C=NC=C2)N2CCC1(CC(NC1)=O)CC2 8-(2-(pyridin-4-yl)pyrido[3,4-d]pyrimidin-4-yl)-2,8-diazaspiro[4.5]decan-3-one